COC(C1=C(C=CC=C1)C1=NC(=NC=C1C)NC=1C=NN(C1)C1CCN(CC1)C(=O)C12CC(C1)C2)=O (2-((1-(1-(bicyclo[1.1.1]pentane-1-carbonyl)piperidin-4-yl)-1H-pyrazol-4-yl)amino)-5-methylpyrimidin-4-yl)benzoic acid methyl ester